N-(7-((2R,4S)-4-hydroxy-5-methylenetetrahydrofuran-2-yl)pyrrolo[2,1-f][1,2,4]triazin-4-yl)benzamide O[C@H]1C[C@@H](OC1=C)C1=CC=C2C(=NC=NN21)NC(C2=CC=CC=C2)=O